ClC=1C=C(C=O)C=CC1OCC=1C(=C(C=CC1)C1=C(C(=CC=C1)C1=NOC(=N1)CN1CCC(CC1)O)C)C 3-chloro-4-((3'-(5-((4-hydroxypiperidin-1-yl)methyl)-1,2,4-oxadiazol-3-yl)-2,2'-dimethyl-[1,1'-biphenyl]-3-yl)methoxy)benzaldehyde